CN(C)CC1CN(CCC1(O)C=1C=C(C(=O)N)C=CC1)CCC1=CC=CC=C1 syn-3-[3-[(Dimethylamino)methyl]-4-hydroxy-1-(2-phenylethyl)piperidin-4-yl]benzamid